ClC1=C(C=C(C=C1)S(=O)(=O)NC=1C(=NC=C(C1)Cl)OC1=C(C=CC=C1OC)F)C(F)(F)F 4-chloro-N-[5-chloro-2-(2-fluoro-6-methoxy-phenoxy)-pyridin-3-yl]-3-trifluoromethyl-benzenesulfonamide